ClC1=C(C=CC=C1)S(=O)(=O)NC1=CC=C(C(=N1)C)C=1C=C2C=NC(=NC2=C(C1)CC)NC1CCC(CC1)N(C(OC(C)(C)C)=O)C tert-butyl ((1r,4r)-4-((6-(6-(2-chlorophenylsulfonamido)-2-methylpyridin-3-yl)-8-ethylquinazolin-2-yl)amino)cyclohexyl)(methyl)carbamate